5-{4-amino-5-[(4,4-difluoropiperidin-1-yl)methyl]pyrrolo[2,1-f][1,2,4]triazin-7-yl}-N-[(3R,4S)-1-(2-chloro-6-fluorobenzoyl)-4-fluoropyrrolidin-3-yl]-2-methoxypyridine-3-carboxamide NC1=NC=NN2C1=C(C=C2C=2C=C(C(=NC2)OC)C(=O)N[C@@H]2CN(C[C@@H]2F)C(C2=C(C=CC=C2F)Cl)=O)CN2CCC(CC2)(F)F